NC1=NC=CC=C1N 2,3-diaminopyridine